C(C)(=O)O[C@@H]1CS[C@H](O1)C(=O)O[C@H]1[C@@H](CC[C@H](C1)C)C(C)C [(1R,2S,5R)-2-isopropyl-5-methyl-cyclohexyl] (2S,5S)-5-acetoxy-1,3-oxathiolane-2-carboxylate